C(C)(C)(C)OC(=O)N1[C@@H](COCC1)C=1C=C(C=C2CCN(CC12)S(=O)(=O)C)C=1C=C2C(=NC1)NC=C2Cl (R)-3-(6-(3-chloro-1H-pyrrolo[2,3-b]pyridin-5-yl)-2-(methylsulfonyl)-1,2,3,4-tetrahydroisoquinolin-8-yl)morpholine-4-carboxylic acid tert-butyl ester